vanadium nickel oxalate C(C(=O)[O-])(=O)[O-].[Ni+2].[V+5]